1-propyl-4-(3-(trimethoxysilyl)propyl)piperazine sodium [Na].C(CC)N1CCN(CC1)CCC[Si](OC)(OC)OC